(5-Benzoyl-2-((methoxycarbonyl)amino)-1H-benzo[d]imidazol-1-yl)methyl (tert-butoxycarbonyl)-L-leucylglycinate C(C)(C)(C)OC(=O)N[C@@H](CC(C)C)C(=O)NCC(=O)OCN1C(=NC2=C1C=CC(=C2)C(C2=CC=CC=C2)=O)NC(=O)OC